4-(3-((4-((tert-butoxycarbonyl)amino)piperidin-1-yl)sulfonyl)-phenoxy)piperidine-1-carboxylic acid benzyl ester C(C1=CC=CC=C1)OC(=O)N1CCC(CC1)OC1=CC(=CC=C1)S(=O)(=O)N1CCC(CC1)NC(=O)OC(C)(C)C